1-hydroxycyclohexyl-phenylketone ethyl-4-(benzyloxy)-5-(prop-1-en-2-yl)-1,2-oxazole-3-carboxylate C(C)OC(=O)C1=NOC(=C1OCC1=CC=CC=C1)C(=C)C.OC1(CCCCC1)C1=C(C=CC=C1)C(=O)C1=C(C=CC=C1)C1(CCCCC1)O